COC([C@H](C[C@@H](C(=O)OC)NC(=O)OC(C)(C)C)CCCN)=O.C(C)C1(CCC(CC1)NC(C1=CC=C(C=C1)C1=NC=CC2=C1C=CO2)=O)O N-(trans-4-ethyl-4-hydroxycyclohexyl)-4-(furo[3,2-c]pyridin-4-yl)benzamide dimethyl-(2S,4S)-2-(3-aminopropyl)-4-((tert-butoxycarbonyl)amino)pentanedioate